FC1(CC1)S(=O)(=O)N[C@@H]1[C@@H](C=2C(N(C=NC2CC1)C(C)C)=O)CC1=CC(=CC=C1)C=C(C)C |r| rac-1-fluoro-N-[(5R,6S)-5-{[3-(2-methylprop-1-en-1-yl)phenyl]methyl}-4-oxo-3-(propan-2-yl)-3,4,5,6,7,8-hexahydroquinazolin-6-yl]cyclopropane-1-sulfonamide